FC(C1=CC=CC(=N1)NS(=O)(=O)C)F N-[6-(difluoromethyl)pyridin-2-yl]methanesulfonamide